P(O)(N)OCC(CO)CCCN 2-(3-aminopropyl)-1,3-propanediol phosphoramidite